C(C)(C)(C)N(C(O)=O)C=1C=NC(=C(C1)C1=C(C=C(C=C1F)F)F)C=C.CN1N=C2C(=CC=C(C2=C1)N1CCNCC1)C(=O)N 2-methyl-4-(piperazin-1-yl)indazole-7-carboxamide tert-Butyl-[6-Ethenyl-5-(2,4,6-trifluorophenyl)pyridin-3-yl]carbamate